FCCCN1C[C@H](CC1)OC1=CC=C(C=N1)C1=CCSC2=CC(=CC=C12)OC(C(C)(C)C)=O (S)-pivalic acid 4-(6-((1-(3-fluoropropyl) pyrrolidin-3-yl) oxy) pyridin-3-yl)-2H-thiochromen-7-yl ester